C(#N)C1=C(OC=2C=C3C(N(C=NC3=CC2)C2CC3(C2)CCN(CC3)C(=O)OC(C)(C)C)=O)C(=CC=C1NS(=O)(=O)C1CCOCC1)F tert-butyl 2-[6-[2-cyano-6-fluoro-3-(tetrahydropyran-4-ylsulfonylamino)phenoxy]-4-oxo-quinazolin-3-yl]-7-azaspiro[3.5]nonane-7-carboxylate